D-4-chloro-7-(2,4-dimethoxybenzyl)-5,5-dimethyl-6,7-dihydro-5H-pyrrolo[2,3-D]pyrimidine ClC=1C2=C(N=CN1)N(CC2(C)C)CC2=C(C=C(C=C2)OC)OC